(1-(5-(2-(3,3-dimethylcyclobutane-1-carboxamido)imidazo[1,2-a]pyridin-5-yl)-2-fluorophenyl)-1H-pyrazol-3-yl)phosphonic acid CC1(CC(C1)C(=O)NC=1N=C2N(C(=CC=C2)C=2C=CC(=C(C2)N2N=C(C=C2)P(O)(O)=O)F)C1)C